6-((4-((S)-3-aminopiperidin-1-yl)-5-(1-ethyl-1H-pyrazol-4-yl)pyridin-2-yl)amino)-2-(2-fluoro-6-methoxyphenyl)nicotinonitrile N[C@@H]1CN(CCC1)C1=CC(=NC=C1C=1C=NN(C1)CC)NC1=NC(=C(C#N)C=C1)C1=C(C=CC=C1OC)F